cis-3-((4-((S)-3-(3,5-difluorophenyl)isoxazolidine-2-carbonyl)cyclohexyl)methoxy)-5-fluorobenzonitrile FC=1C=C(C=C(C1)F)[C@H]1N(OCC1)C(=O)[C@H]1CC[C@H](CC1)COC=1C=C(C#N)C=C(C1)F